CC=1N=C(SC1C(=O)O)C(F)(F)F 4-methyl-2-(trifluoromethyl)thiazole-5-carboxylic acid